(E)-6-chloro-4-(3-methoxyallyl)benzo[d][1,3]dioxole ClC=1C=C(C2=C(OCO2)C1)C\C=C\OC